4-{[4-(1-cyclopropyl-2-methyl-1h-imidazol-5-yl)pyrimidin-2-yl]amino}-n-methylbenzenesulfonamide C1(CC1)N1C(=NC=C1C1=NC(=NC=C1)NC1=CC=C(C=C1)S(=O)(=O)NC)C